(S)-N-(benzylsulfonyl)-3-(7-chloro-2-oxo-3-(pent-3-yl)-5-phenyl-2,3-dihydro-1H-benzo[e][1,4]diazepin-1-yl)propanamide C(C1=CC=CC=C1)S(=O)(=O)NC(CCN1C([C@@H](N=C(C2=C1C=CC(=C2)Cl)C2=CC=CC=C2)C(CC)CC)=O)=O